beta-(azulenyl)-L-alanine C1(=CC=C2C=CC=CC=C12)C[C@H](N)C(=O)O